4-hydroxy-6-(4-methoxyphenyl)-1-(2-morpholinylethyl)-2-oxo-1,2-dihydroquinoline-3-carboxylate OC1=C(C(N(C2=CC=C(C=C12)C1=CC=C(C=C1)OC)CCN1CCOCC1)=O)C(=O)[O-]